C(C)(C)(C)OC(=O)N1C(CNCC1)C1=C(C=NC2=C(C=C(C=C12)Cl)F)C#N 6-chloro-3-cyano-8-fluoroquinolin-4-yl-piperazine-1-carboxylic acid tert-butyl ester